tertiarybutyl-phosphine C(C)(C)(C)P